3,5-Diamino-6-(2-chloro-5-trifluoromethylphenyl)-1,2,4-triazine NC=1N=NC(=C(N1)N)C1=C(C=CC(=C1)C(F)(F)F)Cl